BrC=1C=C2C(=NC1)NC(=C2)C(=O)N(C)C2COCC=1NC(C=3C=C(C(=CC3C12)F)F)=O 5-bromo-N-(8,9-difluoro-6-oxo-1,4,5,6-tetrahydro-2H-pyrano[3,4-c]isoquinolin-1-yl)-N-methyl-1H-pyrrolo[2,3-b]pyridine-2-carboxamide